FC1(CCN(CC1)C1=NC(=NC2C1N=C(N(C2=O)C)C)N2C[C@H](OCC2)C=2C=NN(C2)C)F 8-(4,4-difluoropiperidin-1-yl)-2,3-dimethyl-6-[(2R)-2-(1-methyl-1H-pyrazol-4-yl)morpholin-4-yl]-3H,4H,4aH,8aH-[1,3]diazino[5,4-d]pyrimidin-4-one